2-chlorocarbonylbenzoic acid [2-[2,2-bis[(2-chlorocarbonylbenzoyl) oxymethyl] butoxymethyl]-2-[(2-chlorocarbonylbenzoyl) Oxymethyl] butyl] ester ClC(=O)C1=C(C(=O)OCC(COCC(COC(C2=C(C=CC=C2)C(=O)Cl)=O)(CC)COC(C2=C(C=CC=C2)C(=O)Cl)=O)(CC)COC(C2=C(C=CC=C2)C(=O)Cl)=O)C=CC=C1